5-fluoro-N-(5-{1-[(4-fluorophenyl)carbamoyl]cyclobutyl}pyridin-2-yl)pyridine-3-carboxamide FC=1C=C(C=NC1)C(=O)NC1=NC=C(C=C1)C1(CCC1)C(NC1=CC=C(C=C1)F)=O